N-(3-methoxyphenyl)quinoline-2-carboxamide COC=1C=C(C=CC1)NC(=O)C1=NC2=CC=CC=C2C=C1